tert-butyl 3-(4-benzylpiperazin-1-yl)-2-cyano-5,6-dihydroimidazo[1,2-a]pyrazine-7(8H)-carboxylate C(C1=CC=CC=C1)N1CCN(CC1)C1=C(N=C2N1CCN(C2)C(=O)OC(C)(C)C)C#N